ClC=1C(=NC=CC1)C(=O)NC1(C[C@@H]2[C@@H](CN(C2)C2=NC=C(N=C2)C=2C=3N(C=C(C2)OCC)N=CC3C#N)C1)C 3-chloro-N-((3aR,5s,6aS)-2-(5-(3-cyano-6-ethoxypyrazolo[1,5-a]pyridin-4-yl)pyrazin-2-yl)-5-methyloctahydrocyclopenta[c]pyrrol-5-yl)picolinamide